OC1=CC=CC=C1 p-Hydroxybenzol